COC1=C(C(=O)NCC2=C(C=C(C=C2)C2=NN3C(NC4=C(CC3)C=C(C=C4)N4CCNCC4)=C2C(=O)N)C)C=CC=N1 2-(4-((2-methoxynicotinamido)methyl)-3-methylphenyl)-7-(piperazin-1-yl)-9,10-dihydro-4H-benzo[d]pyrazolo[1,5-a][1,3]diazepine-3-carboxamide